C(=O)O.COC1=CC=C(C=C1)C1=NOC(=N1)N1CCN(CC1)C(=O)NCCCN1CCN(CC1)CC1=NC=CC=C1 4-(3-(4-Methoxyphenyl)-1,2,4-oxadiazol-5-yl)-N-(3-(4-(pyridin-2-ylmethyl)piperazin-1-yl)propyl)piperazine-1-carboxamide formate